pyrophosphate [O-]P([O-])(=O)OP(=O)([O-])[O-]